C(=O)O.NC1=CN=NC2=CC(=CC=C12)C=1C=C(C=CC1OCCC1CC1)B(O)O [3-(4-aminocinnolin-7-yl)-4-(2-cyclopropylethoxy)phenyl]boronic Acid Formic Acid Salt